N-isobutyl-N-methyl-1-[6-[3-(6-methyl-2-pyridyl)-1H-pyrazol-4-yl]-1,5-naphthyridin-3-yl]piperidin-4-amine C(C(C)C)N(C1CCN(CC1)C=1C=NC2=CC=C(N=C2C1)C=1C(=NNC1)C1=NC(=CC=C1)C)C